FC(C1CC=C(CC1)C=1C=CC=C2C=C(C=NC12)C(=O)NCCC(=O)O)(F)F 3-(8-(4-(trifluoromethyl)cyclohex-1-en-1-yl)quinoline-3-carboxamido)propanoic acid